C12(CNCC2C1)N1C=C2C(=NN(C(C2=CC1=O)=O)C)N[C@H](C)C1=C(C(=CC=C1)C(F)F)F 6-(3-azabicyclo-[3.1.0]hexan-1-yl)-4-(((R)-1-(3-(difluoromethyl)-2-fluorophenyl)ethyl)amino)-2-methyl-2,6-dihydropyrido[3,4-d]pyridazine-1,7-dione